CN(C=CC(=O)C=1C=CC=2N(C3=CC=CC=C3C2C1)CC(CCCC)CC)C 3-dimethylamino-1-(9-(2-ethylhexyl)-9H-carbazole-3-yl)prop-2-en-1-one